CN(C)CCOC(=O)C(C)CCC=CCC 5-octene-2-carboxylic acid dimethylaminoethyl ester